(R)-3-methyl-4-(6-phenyl-2-(1H-pyrrolo[2,3-b]pyridin-4-yl)pyrimidin-4-yl)morpholine C[C@H]1N(CCOC1)C1=NC(=NC(=C1)C1=CC=CC=C1)C1=C2C(=NC=C1)NC=C2